2,4,6-trimethylsebacic acid CC(C(=O)O)CC(CC(CCCC(=O)O)C)C